[1,1'-biphenyl]-2-ol C=1(C(=CC=CC1)O)C1=CC=CC=C1